C(#N)C1=CC=C(OCC(C(=O)N)(C)O)C=C1 3-(4-cyanophenoxy)-2-hydroxy-2-methylpropanamide